O=C1NC(CCC1N1C(C2=CC=CC(=C2C1=O)OCC(=O)NCCOCCN1CCC(CC1)NC(OC(C)(C)C)=O)=O)=O tert-butyl (1-(2-(2-(2-((2-(2,6-dioxopiperidin-3-yl)-1,3-dioxoisoindolin-4-yl)oxy) acetamido)ethoxy)ethyl)piperidin-4-yl)carbamate